N-((2-oxabicyclo[3.1.1]heptan-1-yl)methyl)-1-(5-(5-chloro-2-methoxypyridin-4-yl)-1H-pyrazole-3-carbonyl)piperidine-4-carboxamide C12(OCCC(C1)C2)CNC(=O)C2CCN(CC2)C(=O)C2=NNC(=C2)C2=CC(=NC=C2Cl)OC